Azathiopurine CN1C=NC(=C1SC2=NC=NC3=C2NC=N3)[N+](=O)[O-]